N-[1-(5-fluoropyrimidin-2-yl)azetidin-3-yl]-3,4-dimethyl-pyrimido[4',5':4,5]furo[2,3-c]pyridazin-8-amine FC=1C=NC(=NC1)N1CC(C1)NC1=NC=NC2=C1OC=1N=NC(=C(C12)C)C